1-(2-cyanophenyl)azetidine C(#N)C1=C(C=CC=C1)N1CCC1